ClC=1C(=C(OC(CCC(=O)C2=CC=C(C=C2)F)C)C(=CC1)F)F 4-(3-chloro-2,6-difluoro-phenoxy)-1-(4-fluorophenyl)pentan-1-one